FC1=CC=C(COC2=CC(=C(C=O)C=C2)OC)C=C1 4-((4-fluorobenzyl)oxy)-2-methoxybenzaldehyde